OC1=NC(=NC=C1C(=O)NN)C1=NC=CC=C1 4-hydroxy-2-(pyridin-2-yl)pyrimidine-5-carbohydrazide